(E)-2-(4-fluorobenzoyl)-3-phenylbut-2-enenitrile FC1=CC=C(C(=O)\C(\C#N)=C(/C)\C2=CC=CC=C2)C=C1